FC1=C(C(=CC=C1)F)C1=CC=C(C=C1)[C@H](C)NC(=O)C1NCC(C1)O N-[(1S)-1-[4-(2,6-difluorophenyl)phenyl]ethyl]-4-hydroxy-pyrrolidine-2-carboxamide